ClC1=CC=CC=2C(N=C3N(C12)C1=CC(=CC=C1C31CC(C1)(F)F)C1CCNCC1)=O chloro-3,3-difluoro-10'-(piperidin-4-yl)-5'H-spiro[cyclobutane-1,7'-indolo[1,2-a]quinazolin]-5'-one